COC(=O)C1=CC2=C(N(C=N2)CC2=CC(=CC=C2)C=C)C(=C1)OC 7-methoxy-1-(3-vinylbenzyl)-1H-benzo[d]Imidazole-5-carboxylic acid methyl ester